1-{(P)-2-[2-(diphenylphosphino)phenyl]ferrocenyl}ethyldicyclohexylphosphine C1(=CC=CC=C1)P(C1=C(C=CC=C1)C=1[C-](C=CC1)C(C)P(C1CCCCC1)C1CCCCC1)C1=CC=CC=C1.[CH-]1C=CC=C1.[Fe+2]